(S)-6-(((1-cyclopropyl-1H-1,2,3-triazol-4-yl)(6-fluoropyridin-3-yl)methyl-d)amino)-8-fluoro-4-(neopentylamino)quinoline-3-carbonitrile C1(CC1)N1N=NC(=C1)[C@]([2H])(C=1C=NC(=CC1)F)NC=1C=C2C(=C(C=NC2=C(C1)F)C#N)NCC(C)(C)C